(3R)-3-{[2-(3-tert-butyl-1,2,4-oxadiazol-5-yl)[1,2,4]triazolo[1,5-c]quinazolin-5-yl]amino}azepan C(C)(C)(C)C1=NOC(=N1)C1=NN2C(=NC=3C=CC=CC3C2=N1)N[C@H]1CNCCCC1